FC1=CC=CC(=N1)S(=O)(=O)N 6-Fluoropyridine-2-sulfonamide